CC1=C(C=CC=C1)CN1C(CCC1=O)CC(=O)N[C@@H](C(=O)OC)CC1=CC=CC=C1 methyl (2R)-2-[[2-[1-[(2-methylphenyl)methyl]-5-oxopyrrolidin-2-yl]acetyl]amino]-3-phenylpropionat